2,2'-bis[(4-isopropylphenyl)phosphino]-1,1'-binaphthyl C(C)(C)C1=CC=C(C=C1)PC1=C(C2=CC=CC=C2C=C1)C1=C(C=CC2=CC=CC=C12)PC1=CC=C(C=C1)C(C)C